3-(hydroxy-methyl)-4-(2-hydroxy-propan-2-yl)benzene-sulfonamide OCC=1C=C(C=CC1C(C)(C)O)S(=O)(=O)N